ClC1=CC2=C(N=C3N2[C@H]2C4=C(C(N([C@@H]3C2)C([2H])([2H])[2H])=O)C=CC=C4C#CC)C=C1 (7R,14R)-11-chloro-6-(methyl-d3)-1-(prop-1-yn-1-yl)-6,7-dihydro-7,14-methanobenzo[f]benzo[4,5]imidazo[1,2-a][1,4]diazocin-5(14H)-one